ClC=1C(=NN2C1CN(CCCC2)C(=O)OC(C)(C)C)C(NC(C)C)=O tert-butyl 3-chloro-2-(isopropylcarbamoyl)-6,7,8,9-tetrahydro-4H-pyrazolo[1,5-a][1,4]diazocine-5-carboxylate